methyl 2-[[[3-(3-chloro-4-cyano-phenoxy)-2,2,4,4-tetramethyl-cyclobutyl]amino]methyl]-6-fluoropyridine-3-carboxylate ClC=1C=C(OC2C(C(C2(C)C)NCC2=NC(=CC=C2C(=O)OC)F)(C)C)C=CC1C#N